C1(CCCCC1)[C@@H](C(NC1=CC=C2C(=C1)NC(C21CCOCC1)=O)=O)NC(=O)OC1CN(C1)C(=O)OC(C)(C)C tert-Butyl 3-({(1S)-1-cyclohexyl-2-oxo-2-[(2-oxospiro[1H-indole-3,4'-oxane]-6-yl)amino]-ethyl} carbamoyloxy)azetidine-1-carboxylate